2-(4-(5-fluoropyridin-2-yl)-1,9-dioxaspiro[5.5]undecan-4-yl)acetonitrile FC=1C=CC(=NC1)C1(CCOC2(C1)CCOCC2)CC#N